4-(4-amino-6-(2-fluoro-4-(2-fluoroacrylamido)phenyl)pyrazolo[5,1-f][1,2,4]triazin-5-yl)-N-(2,2-difluorocyclopropyl)-2-methoxybenzamide NC1=NC=NN2C1=C(C(=N2)C2=C(C=C(C=C2)NC(C(=C)F)=O)F)C2=CC(=C(C(=O)NC1C(C1)(F)F)C=C2)OC